(3R)-4-[(4-bromo-2,3-difluorophenyl)methyl]-3-(hydroxymethyl)piperazine-1-carboxylic acid tert-butyl ester C(C)(C)(C)OC(=O)N1C[C@@H](N(CC1)CC1=C(C(=C(C=C1)Br)F)F)CO